NCCCN(CCCN)C N,N-bis(aminopropyl)methylamine